C1(CC1)CN(C(OC(C)(C)C)=O)C1=NC=CC(=C1)C=1OC=C(N1)C(NC=1C(=NN(C1)C1=CC=C(C=C1)CO)C(F)F)=O Tert-butyl N-(cyclopropylmethyl)-N-[4-[4-[[3-(difluoromethyl)-1-[4-(hydroxymethyl)phenyl] pyrazol-4-yl]carbamoyl]oxazol-2-yl]-2-pyridyl]carbamate